FC(OC(N(C(C(F)(F)F)(F)F)C(C(C(C(C(C(F)(F)F)(F)F)(F)F)(F)F)(F)F)(F)F)=O)(C(F)(F)F)F perfluorohexylethylurethane